C1(=CC=CC=C1)P(=S)(SCC1=CC=C(C=C1)C(C)(C)C)C1=CC=CC=C1 4-(Tert-butyl)benzyl diphenylphosphinodithioate